C1(=CC=CC=C1)OCCOCCOCCOCCOCCOCCO Hexaethylene glycol monophenyl ether